3-(2,2,2-trifluoroethyl)-2,5-dihydro-1H-pyrrole hydrochloride Cl.FC(CC=1CNCC1)(F)F